[(2R,3S,4R,5R)-5-[2-chloro-4-[cyclopentyl-(methyl)amino]pyrrolo-[2,3-d]pyrimidin-7-yl]-3,4-dihydroxy-tetra-hydrofuran-2-yl]-methoxymethylphosphonic acid ClC=1N=C(C2=C(N1)N(C=C2)[C@H]2[C@@H]([C@@H]([C@@H](O2)C(OC)P(O)(O)=O)O)O)N(C)C2CCCC2